4-bromo-N,2-dimethoxy-N-methylbenzamide BrC1=CC(=C(C(=O)N(C)OC)C=C1)OC